CC(C#C)(C1=CC=CC=C1)O DL-2-phenyl-3-butyn-2-ol